5-(4-fluorophenyl)-2-({thieno[2,3-d]pyrimidin-4-ylsulfanyl}methyl)-1,3-oxazole FC1=CC=C(C=C1)C1=CN=C(O1)CSC=1C2=C(N=CN1)SC=C2